2-(spiro[chroman-3,1'-cyclobutane]-6-yl)acetic acid C12(CCC1)COC1=CC=C(C=C1C2)CC(=O)O